FC=1C=CC=C(C(=O)N(C(C)C)C2CC(C2)O)C1 5-fluoro-N-((1s,3s)-3-hydroxycyclobutyl)-N-isopropylbenzamide